Methyl 2-(4-((4-(benzyloxy)phenyl)carbamoyl)-1,5-dimethyl-1H-pyrrol-2-yl)-5-(difluoromethoxy)benzoate C(C1=CC=CC=C1)OC1=CC=C(C=C1)NC(=O)C=1C=C(N(C1C)C)C1=C(C(=O)OC)C=C(C=C1)OC(F)F